C(C1=CC=CC=C1)OC(=O)N[C@@H]1C(N(C2=C(N(CC1)CCCOC1CN(C1)C(=O)OC(C)(C)C)C(=CC=C2)F)C)=O tert-butyl (S)-3-(3-(4-(((benzyloxy)carbonyl)amino)-10-fluoro-6-methyl-5-oxo-3,4,5,6-tetrahydrobenzo[b][1,4]diazocin-1(2H)-yl)propoxy)azetidine-1-carboxylate